C1(=CC=CC=C1)NC(=O)NC=1C=C(C(=O)N)C=CC1N1CCN(CC1)CC1=CC=CC=C1 3-[[(phenylamino)carbonyl]amino]-4-[4-(phenylmethyl)-1-piperazinyl]-benzamide